N1N=C(C=C1)C(C)(C)C1=NNC=C1 2,2-dipyrazolylpropane